ClC=1N=C(C2=CC=CC=C2C1)SCC(OC)OC 3-chloro-1-(2,2-dimethoxyethylthio)isoquinoline